N[C@H](C(=O)N[C@H](C(=O)OC)C[C@H]1C(NCCC1)=O)CC(C)C methyl (2S)-2-[[(2S)-2-amino-4-methyl-pentanoyl]amino]-3-[(3S)-2-oxo-3-piperidyl]propanoate